(p-t-butoxy)phenyl-trimethoxysilane N-succinimidyl-D-biotinate C1(CCC(N1N1[C@H]2CS[C@@H](CCCCC(=O)O)[C@H]2NC1=O)=O)=O.C(C)(C)(C)OC1=CC=C(C=C1)[Si](OC)(OC)OC